O=C(NCCCC(=O)[O-])CCOCCOCCOCCOCCOCCOCCOCCOCCCCC 6-oxo-9,12,15,18,21,24,27,30-octaoxa-5-azapentatriacontanoate